OC=1C=C2CC[C@@H]([C@@H](C2=CC1)C1=CC=C(C=C1)N1CCC(CC1)C=O)C1=CC=CC=C1 1-(4-((1R,2S)-6-hydroxy-2-phenyl-1,2,3,4-tetrahydro-naphthalen-1-yl)phenyl)piperidine-4-carbaldehyde